C1(CCCC1)N1C(=CC2=CN=C(N=C12)NC1=CC=C(C=C1)C1=CSC=2C(C=C(OC12)N1CCN(CC1)C(=O)OC(C)(C)C)=O)C(=O)N(C)C tert-butyl 4-(3-{p-[1-cyclopentyl-2-(dimethylamino)carbonyl-1,5,7-triaza-1H-inden-6-ylamino]phenyl}-7-oxo-4-oxa-1-thia-5-indenyl)-1-piperazinecarboxylate